C(C1=CC=CC=C1)OC1CC(N2N=C(N=C21)C(=O)OCC)C(C)O[Si](C)(C)C(C)(C)C ethyl 7-benzyloxy-5-[1-[tert-butyl(dimethyl)silyl]oxyethyl]-6,7-dihydro-5H-pyrrolo[1,2-b][1,2,4]triazole-2-carboxylate